C(C)N(C1=CC=NC2=CC(=C(C=C12)C(=O)N)OC)C1=CC(=C(C=C1)O)CN1CCCC1 4-(ethyl-(4-hydroxy-3-(pyrrolidin-1-ylmethyl)phenyl)amino)-7-methoxyquinoline-6-carboxamide